N[C@@H](C[Se]C)C(=[Se])O selenomethylselenocysteine